[Ni].C(C=C)N1C(CCC1)C(=O)O 1-allyl-pyrrolidine-2-carboxylic acid nickel